(R)-N-(1-(3-amino-5-(trifluoromethyl)phenyl)ethyl)-6,7-dimethoxy-2-methylquinazolin-4-amine NC=1C=C(C=C(C1)C(F)(F)F)[C@@H](C)NC1=NC(=NC2=CC(=C(C=C12)OC)OC)C